CC1CC(=C(CC1C)C(=O)OCCCC)C(=O)OCCCC dibutyl 4,5-dimethylcyclohex-1-ene-1,2-dicarboxylate